C(C)[C@H]1N(C[C@@H](N(C1)C=1C=2C(N(C(C1)=O)C)=CN(N2)CC#N)C)C(C)C2=C(C=C(C=C2)C(F)(F)F)F 2-(7-((2S,5R)-5-ethyl-4-(1-(2-fluoro-4-(trifluoromethyl)phenyl)ethyl)-2-methylpiperazin-1-yl)-4-methyl-5-oxo-4,5-dihydro-2H-pyrazolo[4,3-b]pyridin-2-yl)acetonitrile